BrCCCCCCN(C=1C(C(=O)O)=CC=CC1)C(=O)O bromohexyl-isatoic acid